COC(C(C(F)(F)F)(C(F)(F)F)O)=O 3,3,3-trifluoro-2-hydroxy-2-(trifluoromethyl)propionic acid methyl ester